ClC=1C=CC(=C(C1)C1=CC2=C(OCCN2C2=CC(=NC=C2)NC(CN2C3CN(C(C2)C3)C)=O)C=N1)F N-{4-[7-(5-chloro-2-fluorophenyl)-1H,2H,3H-pyrido[3,4-b][1,4]oxazin-1-yl]pyridin-2-yl}-2-{5-methyl-2,5-diazabicyclo[2.2.1]heptan-2-yl}acetamide